COC=1C=C2CO[C@]3(O[C@@H]([C@H]([C@@H]([C@H]3O)O)O)C)C2=CC1CC1=CC=C(C=C1)C (1S,3'R,4'S,5'S,6'R)-5-Methoxy-6'-methyl-6-(4-methylbenzyl)-3',4',5',6'-tetrahydro-3H-spiro-[isobenzofuran-1,2'-pyran]-3',4',5'-triol